FC(C1=NC=CC(=C1)C1=NOC(=C1)[C@H](C)N)(F)F (1S)-1-[3-[2-(trifluoromethyl)-4-pyridinyl]isoxazol-5-yl]ethanamine